2-(2-isopropyl-5-methylcyclohexyl)-2-(3,3-difluoro-3-bromopropyl)-1,3-dibutoxypropane C(C)(C)C1C(CC(CC1)C)C(COCCCC)(COCCCC)CCC(Br)(F)F